(1R,8S)-6-(5-methyl-1H-indazol-4-yl)-4-(2-(2-propenoyl)-2,6-diazaspiro[3.4]octan-6-yl)-3-azatricyclo[6.2.1.02,7]undeca-2,4,6-triene-5-carbonitrile CC=1C(=C2C=NNC2=CC1)C=1C(=C(N=C2[C@@H]3CC[C@H](C12)C3)N3CC1(CN(C1)C(C=C)=O)CC3)C#N